O=C1C(C=NC2=CC=CC=C12)C(=O)O 4-oxoquinoline-3-carboxylic acid